3-{[8-(1-methyl-1H-indol-6-yl)quinoxalin-6-yl]amino}-N-(1-methyl-6-oxopiperidin-3-yl)pyridine CN1C=CC2=CC=C(C=C12)C=1C=C(C=C2N=CC=NC12)NC=1CN(C=CC1)C1CN(C(CC1)=O)C